C(CCCCCCCCCCC)[Se] n-dodecyl-selenium